(5-chloro-2-((3-cyanobenzyl)oxy)-4-((8-phenylquinazolin-4-yl)oxy)benzyl)-D-serine ClC=1C(=CC(=C(CN[C@H](CO)C(=O)O)C1)OCC1=CC(=CC=C1)C#N)OC1=NC=NC2=C(C=CC=C12)C1=CC=CC=C1